ClC=1C=NC(=C(C(=O)NC2CCC(CC2)CN2C(N(C3=C2C=CC=C3)C=3C=NC(=CC3)NC(CC)=O)=O)C1)C(F)(F)F 5-chloro-N-((1r,4r)-4-((2-oxo-3-(6-propionamidopyridin-3-yl)-2,3-dihydro-1H-benzo[d]imidazol-1-yl)methyl)cyclohexyl)-2-(trifluoromethyl)nicotinamide